3-hexylnonyl-8-bromooctanoate C(CCCCC)C(CCOC(CCCCCCCBr)=O)CCCCCC